N-[2-(5-Amino-1,3,4-thiadiazol-2-yl)-4-chloro-6-methylphenyl]-3-bromo-1-(3-chloropyridin-2-yl)-1H-pyrazole-5-carboxamide NC1=NN=C(S1)C1=C(C(=CC(=C1)Cl)C)NC(=O)C1=CC(=NN1C1=NC=CC=C1Cl)Br